OC[C@H]1N(C[C@@H]([C@H]([C@@H]1O)O)O)CC1CCC(CC1)COC (2R,3R,4R,5S)-2-(hydroxymethyl)-1-((4-(methoxymethyl)cyclohexyl)methyl)piperidine-3,4,5-triol